Ethylenglycol monohexyl ether C(CCCCC)OCCO